C(C=C)(=O)OCCC[Si](OC(C)C)(OC(C)C)C 3-(acryloyloxy)propyl-methyl-diisopropoxysilane